(4R)-2-(2-amino-1-methyl-2-oxo-ethyl)-4-methyl-N-[5-(2,2,2-trifluoroethyl)-3-pyridyl]-3,4-dihydro-1H-isoquinoline-7-carboxamide NC(C(C)N1CC2=CC(=CC=C2[C@H](C1)C)C(=O)NC=1C=NC=C(C1)CC(F)(F)F)=O